OCCN(CCO)CCS(=O)(=O)[O-].[Na+] sodium 2-[N,N-bis(2-hydroxyethyl) AMINO]-1-ethanesulfonate